4-((2-cyano-4-fluorophenyl)thio)-6-(1-((1s,4s)-4-hydroxy-4-(hydroxymethyl)cyclohex-yl)-5-methyl-1H-pyrazol-4-yl)pyrazolo[1,5-a]pyridine-3-carbonitrile C(#N)C1=C(C=CC(=C1)F)SC=1C=2N(C=C(C1)C=1C=NN(C1C)C1CCC(CC1)(CO)O)N=CC2C#N